C(C)(=O)O[C@H]1C[C@@H](SCC)S[C@@H]([C@@H]1OC(C)=O)[C@H](OC(C)=O)COC(C)=O ethyl 3,4,6,7-tetra-O-acetyl-2-deoxy-1,5-dithio-α-D-gluco-heptopyranoside